8-methoxy-1,7-naphthyridine COC=1N=CC=C2C=CC=NC12